C(C)(C)(C)OC(=O)N1[C@H](C[C@@H](C1)N1C=C(C=2C(=NC=CC21)N=C(C2=CC=CC=C2)C2=CC=CC=C2)C#CC2=CC1=C(N(C=N1)C)C=C2)COC (2R,4S)-4-(4-((diphenylmethylene)amino)-3-((1-methyl-1H-benzo[d]imidazol-5-yl)ethynyl)-1H-pyrrolo[3,2-c]pyridin-1-yl)-2-(methoxymethyl)pyrrolidine-1-carboxylic acid tert-butyl ester